2-(6-((1H-indol-4-yl)amino)-2-amino-9H-purin-9-yl)-N-(1-ethyl-3-methyl-1H-pyrazol-5-yl)acetamide N1C=CC2=C(C=CC=C12)NC1=C2N=CN(C2=NC(=N1)N)CC(=O)NC1=CC(=NN1CC)C